8-(5-(2-morpholinylethoxy)pyridin-2-yl)-N-(4-(piperazin-1-yl)phenyl)quinazolin-2-amine N1(CCOCC1)CCOC=1C=CC(=NC1)C=1C=CC=C2C=NC(=NC12)NC1=CC=C(C=C1)N1CCNCC1